3-(3-fluoro-4-((S)-3-(pyrrolidin-1-ylmethyl)pyrrolidinyl)phenyl)-1H-1,2,4-triazole-3,5-diamine FC=1C=C(C=CC1N1C[C@@H](CC1)CN1CCCC1)C1(NNC(=N1)N)N